3-[3-(1-oxo-1,3-dihydro-isoindol-2-yl)-propyl]-cyclobutanecarboxylic acid O=C1N(CC2=CC=CC=C12)CCCC1CC(C1)C(=O)O